N[C@H](CN1C=2C(OCC1)=C(SC2C(=O)OC)Br)C methyl (S)-4-(2-aminopropyl)-7-bromo-3,4-dihydro-2H-thieno[3,4-b][1,4]oxazine-5-carboxylate